C1(CC1)C(=O)NC=1SC2=C(N1)C=CC=C2C=2C=CC(=C(C2)C2=CC=C(O2)P(O)(O)=O)O (5-(5-(2-(cyclopropanecarboxamido)benzo[d]thiazol-7-yl)-2-hydroxyphenyl)furan-2-yl)phosphonic acid